ClC1=NC2=CC=CC(=C2N=C1Cl)C 2,3-Dichloro-5-methylquinoxaline